C[Si]1(CCN(CC1)C=1C=C(C=CC1[N+](=O)[O-])NC(OC(C)(C)C)=O)C tert-butyl (3-(4,4-dimethyl-1,4-azasilinan-1-yl)-4-nitrophenyl)carbamate